(4S,7R,8R)- and (4R,7S,8S)-13-(benzyloxy)-1,12-dioxo-N-(2,4,6-trifluorobenzyl)-1,3,4,5,6,7,8,12-octahydro-2,8:4,7-dimethanopyrido[1,2-a][1,4]diazecine-11-carboxamide C(C1=CC=CC=C1)OC=1C(C(=CN2C1C(N1C[C@H]3CC[C@@H]([C@@H]2C1)C3)=O)C(=O)NCC3=C(C=C(C=C3F)F)F)=O |r|